3-chloro-4-[(3,5-difluoropyridin-2-yl)methoxy]-5'-[(2Z)-3-(dimethylamino)prop-2-enoyl]-2',6-dimethyl-[1,3'-bipyridin]-2-one ClC=1C(N(C(=CC1OCC1=NC=C(C=C1F)F)C)C=1C(=NC=C(C1)C(\C=C/N(C)C)=O)C)=O